3-((1r,4r)-4-(2-Fluoro-6-methylphenyl)cyclohexyl)-7-methyl-1-((3-(trifluoromethoxy)pyridin-2-yl)methyl)-1,8-naphthyridin-2(1H)-one FC1=C(C(=CC=C1)C)C1CCC(CC1)C=1C(N(C2=NC(=CC=C2C1)C)CC1=NC=CC=C1OC(F)(F)F)=O